Menthylpropylen C1(CC(C(CC1)C(C)C)C=CC)C